[(1S)-2-[(3S)-2,3-dihydro-1-benzofuran-3-yl]-1-{[(1R,2R,4S)-7-oxabicyclo[2.2.1]heptan-2-yl]formamido}ethyl]boronic acid O1C[C@H](C2=C1C=CC=C2)C[C@@H](NC(=O)[C@H]2[C@H]1CC[C@@H](C2)O1)B(O)O